Triazineacrylic acid N1=NN=C(C=C1)C=CC(=O)O